BrC1=C(C(=CC(=C1)C(C(F)(F)F)(C(F)(F)F)F)C(F)(F)F)NC(C1=CC(=C(C=C1)F)N(C(C1=C(C=C(C=C1)C#N)C)=O)CC1CC1)=O N-[2-bromo-6-trifluoromethyl-4-(1,1,1,2,3,3,3-heptafluoropropan-2-yl)phenyl]-3-[N-(cyclopropylmethyl)-2-methyl-4-cyanobenzamido]-4-fluorobenzamide